CN([C@@H]1CN(CC1)C(=O)[C@@H]1CC2=C(CN1CC)NC(=N2)C2=NNC1=CC(=CC=C21)C2=C(C=C(C(=C2)F)O)CC)C ((S)-3-(dimethylamino)pyrrolidin-1-yl)((S)-5-ethyl-2-(6-(2-ethyl-5-fluoro-4-hydroxyphenyl)-1H-indazol-3-yl)-4,5,6,7-tetrahydro-3H-imidazo[4,5-C]pyridin-6-yl)methanone